BrC1=C(C(=C(N)C=C1F)CC=C)F 4-Bromo-3,5-difluoro-2-(allyl)aniline